[Si](C)(C)(C(C)(C)C)O[C@@H]([C@H](CC=1SC=C(N1)CC(=O)O)OC1CCCC1)C1=CC(=C(C(=C1)OC)C)OC (2-((2S,3R)-3-((tert-butyldimethylsilyl)oxy)-2-(cyclopentyloxy)-3-(3,5-dimethoxy-4-methylphenyl)propyl)thiazol-4-yl)acetic acid